N-(5-Chloro-6-(2H-1,2,3-triazol-2-yl)pyridin-3-yl)-1-(7-(3-hydroxyazetidin-1-yl)thieno[2,3-c]pyridin-4-yl)-5-(trifluoromethyl)-1H-pyrazol-4-carboxamid ClC=1C=C(C=NC1N1N=CC=N1)NC(=O)C=1C=NN(C1C(F)(F)F)C1=C2C(=C(N=C1)N1CC(C1)O)SC=C2